tert-butyl 4-((6-bromopyridin-2-yl)oxy)-2-methylpiperidine-1-carboxylate BrC1=CC=CC(=N1)OC1CC(N(CC1)C(=O)OC(C)(C)C)C